N1N=CC(=C1)C1=CC=C(C=C1)N1CCC(CC1)C(=O)N1CC2=CC=CC=C2C1 (1-(4-(1H-pyrazol-4-yl)phenyl)piperidin-4-yl)(isoindolin-2-yl)methanone